C(CCC=C)C(C(=O)O)CCCC=C 2-(pent-4-en-1-yl)hept-6-enoic acid